N1-(furan-2-ylmethyl)benzene-1,4-diamine O1C(=CC=C1)CNC1=CC=C(C=C1)N